2'-oxo-1',2',4,6-Tetrahydrospiro[cyclopenta[b]thiophene-5,3'-pyrrolo[2,3-b]pyridine]-2-carboxamide O=C1C2(C=3C(=NC=CC3)N1)CC1=C(SC(=C1)C(=O)N)C2